CN1C(=CC=2C=NC(=CC21)NC(=O)C2CC2)C2=NC=CC(=C2)C N-(1-methyl-2-(4-methylpyridin-2-yl)-1H-pyrrolo[3,2-c]pyridin-6-yl)cyclopropanecarboxamide